CCCCCCCCCCCCCCCCCC[C@@H](C[C@@H](CCCC[C@@H](C)[C@H](CC)OC)O)O The molecule is a lipid-based glycol consisting of (3S,4R)-3-methoxy-4-methylnonacosane having (9R)- and (11S)-hydroxy substituents; a characteristic constituent of the waxes of tubercule bacilli. It has a role as an epitope. It is a glycol and a lipid.